FC(OC=1C=C(C=CC1)C1CCN(CC1)C(=O)C1CC2(C1)NC(OC2)=O)(F)F (2s,4s)-2-(4-(3-(trifluoromethoxy)phenyl)piperidine-1-carbonyl)-7-oxa-5-azaspiro[3.4]octan-6-one